chloro-tris(3,3,3-trifluoropropyl)silane Cl[Si](CCC(F)(F)F)(CCC(F)(F)F)CCC(F)(F)F